gamma-glutamyl-beta-cyanoalanine N[C@@H](CCC(=O)N[C@@H](CC#N)C(=O)O)C(=O)O